N-(1'-(6-methyl-2-(1-methyl-2-oxabicyclo[2.1.1]hex-4-yl)pyrimidin-4-yl)-1',2'-dihydrospiro[cyclopropane-1,3'-pyrrolo[3,2-c]pyridin]-6'-yl)acetamide CC1=CC(=NC(=N1)C12COC(C1)(C2)C)N2CC1(C=3C=NC(=CC32)NC(C)=O)CC1